4-(4-chloro-2-hydroxy-N-methyl-anilino)-3-methyl-piperidine-1-carboxylic acid tert-butyl ester C(C)(C)(C)OC(=O)N1CC(C(CC1)N(C1=C(C=C(C=C1)Cl)O)C)C